2-chloro-N-(2-chloroethyl)-2',6'-dimethoxy-[1,1'-biphenyl]-4-sulfonamide ClC1=C(C=CC(=C1)S(=O)(=O)NCCCl)C1=C(C=CC=C1OC)OC